CN1N=CC(=C1C)C=1C=NC=2CCN(CC2C1)C=1C(=CC=2N(N1)C(C=CN2)=O)C 7-(3-(1,5-dimethyl-1H-pyrazol-4-yl)-7,8-dihydro-1,6-naphthyridin-6(5H)-yl)-8-methyl-4H-pyrimido[1,2-b]pyridazin-4-one